COCC1(C(=C(C2=CC=C(C(=C12)F)F)F)F)COC 1,1-bis(methoxymethyl)-2,3,6,7-tetrafluoroindene